5-methyl-7-(3-{[5-methyl-1-(propan-2-yl)-1H-pyrazol-3-yl]carbamoyl}azetidin-1-yl)-4-oxo-1-(1,3-thiazol-2-yl)-1,4-dihydro-1,8-naphthyridine-3-carboxylic acid CC1=C2C(C(=CN(C2=NC(=C1)N1CC(C1)C(NC1=NN(C(=C1)C)C(C)C)=O)C=1SC=CN1)C(=O)O)=O